FC1(CCN(CC1)C1=NC(=CC(=N1)NC(C1=C(C=C(C(=C1)C)NS(=O)(=O)CCO)N1CCC2(CC2)CC1)=O)C)F N-(2-(4,4-Difluoropiperidin-1-yl)-6-methylpyrimidin-4-yl)-4-((2-hydroxyethyl)sulfonamido)-5-methyl-2-(6-azaspiro[2.5]octan-6-yl)benzamide